(4S)-N-(4-(6-amino-9-(1'-(azetidin-3-yl)-3,3-difluoro-[1,4'-bipiperidin]-4-yl)-8-oxo-8,9-dihydro-7H-purin-7-yl)benzyl)-5-fluoro-2-methoxybenzamide hydrochloride Cl.NC1=C2N(C(N(C2=NC=N1)[C@@H]1C(CN(CC1)C1CCN(CC1)C1CNC1)(F)F)=O)C1=CC=C(CNC(C2=C(C=CC(=C2)F)OC)=O)C=C1